ClC1=NC2=CC(=CC=C2C=C1C=C(C#N)C)N(CC)CC 2-(2-chloro-7-diethylaminoquinolin-3-yl)methylenepropionitrile